4,6-bis(9-phenyl-9H-carbazol-3-yl)-2-{4-(pyridin-3-yl)phenyl}-2H-benzotriazole C1(=CC=CC=C1)N1C2=CC=CC=C2C=2C=C(C=CC12)C1=CC(=CC2=NN(N=C21)C2=CC=C(C=C2)C=2C=NC=CC2)C=2C=CC=1N(C3=CC=CC=C3C1C2)C2=CC=CC=C2